(R)-Methyl 1-(3-((5-(aminomethyl)thiophen-2-yl)sulfonyl)benzoyl)pyrrolidine-2-carboxylate hydrochloride Cl.NCC1=CC=C(S1)S(=O)(=O)C=1C=C(C(=O)N2[C@H](CCC2)C(=O)OC)C=CC1